O1C(CCCC1)N1N=CC(=C1)C(=O)N1CC2(CN(C2)C(=O)C2(CC2)C(F)(F)F)C(C1)C(=O)O 6-(1-(tetrahydro-2H-pyran-2-yl)-1H-pyrazole-4-carbonyl)-2-(1-(trifluoromethyl)cyclopropane-1-carbonyl)-2,6-diazaspiro[3.4]octane-8-carboxylic acid